N1C=CC=2C1=NC=C(C2)OC=2C=C(C=CC2C(=O)NS(=O)(=O)C2=CC(=C(C=C2)NCC2CCOCC2)[N+](=O)[O-])C2=CC=C(C=C2)N2C(CCC2)C2=CC=C(C=C2)C2CC2 3-((1H-pyrrolo[2,3-b]pyridin-5-yl)oxy)-4'-(2-(4-cyclopropylphenyl)pyrrolidin-1-yl)-N-((3-nitro-4-(((tetrahydro-2H-pyran-4-yl)methyl)amino)phenyl)sulfonyl)-[1,1'-biphenyl]-4-carboxamide